tert-Butyl 4-(cyclopentylmethoxy)piperidine-1-carboxylate C1(CCCC1)COC1CCN(CC1)C(=O)OC(C)(C)C